NC1=NC=2C=CC(=CC2C2=C1C=NN2C)C(=O)N(CC2=NC=C(C=C2)C(F)(F)F)N2CC(OCC2)C(F)(F)F 4-amino-1-methyl-N-(2-(trifluoromethyl)morpholino)-N-((5-(trifluoromethyl)pyridin-2-yl)methyl)-1H-pyrazolo[4,3-c]quinoline-8-carboxamide